OC1=CC=C(C=C1)C1=CC(SS1)=S 5-(4-hydroxyphenyl)dithiole-3-thione